3-(2,3-dichloroanilino)-2-(3-{[(2S)-oxetan-2-yl]methoxy}pyridin-4-yl)-1,5,6,7-tetrahydro-4H-pyrrolo[3,2-c]pyridin-4-one ClC1=C(NC2=C(NC3=C2C(NCC3)=O)C3=C(C=NC=C3)OC[C@H]3OCC3)C=CC=C1Cl